CC1CC=NN1CC(=O)O (5-METHYL-4,5-DIHYDRO-1H-PYRAZOL-1-YL)ACETIC ACID